N-formylformamide C(=O)NC=O